(R)-3-(6-(2,5-diazaspiro[3.4]octan-2-yl)pyridazin-3-yl)-5-(1-(3,5-dichloropyridin-4-yl)ethoxy)-1H-indazole C1N(CC12NCCC2)C2=CC=C(N=N2)C2=NNC1=CC=C(C=C21)O[C@H](C)C2=C(C=NC=C2Cl)Cl